C(=O)O.FC1=C(OCC#N)C=CC(=C1F)C1=CN=C2N1C=CN=C2NC2=CC(=C(C=C2)C(=O)N2CCN(CC2)C(=O)[C@H]2CNCC2)C 2-[2,3-difluoro-4-[8-[3-methyl-4-[4-[(3R)-pyrrolidine-3-carbonyl]piperazine-1-carbonyl]anilino]imidazo[1,2-a]pyrazin-3-yl]phenoxy]acetonitrile formate